N-(6-oxopiperidin-3-yl)-2'-(quinolin-3-yl)-5',6'-dihydrospiro[azetidine-3,4'-pyrrolo[1,2-b]pyrazole]-1-carboxamide O=C1CCC(CN1)NC(=O)N1CC2(CCN3N=C(C=C32)C=3C=NC2=CC=CC=C2C3)C1